4-((5-(2-((6-aminopyridin-2-yl)methoxy)ethyl)-2-methoxy-3-(1-methyl-1H-1,2,4-Triazol-3-yl)phenyl)amino)-6-chloro-N-(methyl-d3)nicotinamide NC1=CC=CC(=N1)COCCC=1C=C(C(=C(C1)NC1=CC(=NC=C1C(=O)NC([2H])([2H])[2H])Cl)OC)C1=NN(C=N1)C